(S)-1-(2-chloro-6-fluorobenzyl)-N-(2-fluoro-3-hydroxybenzyl)-3,4-dimethyl-2-oxo-1,2,3,4-tetrahydroquinazoline-7-carboxamide ClC1=C(CN2C(N([C@H](C3=CC=C(C=C23)C(=O)NCC2=C(C(=CC=C2)O)F)C)C)=O)C(=CC=C1)F